2,5'-Biphenyl C1=C(C=CC=C1)C=1C=CC=CC1